C(=O)(O)C1=CC=C(CNC2=CC(=C(C=C2)C)C2=NOC(=N2)C(C)C2=CC=CC3=CC=CC=C23)C=C1 N-(4-carboxybenzyl)-4-methyl-3-(5-(1-(naphthalen-1-yl)ethyl)-1,2,4-oxadiazol-3-yl)aniline